racemic-oxirane-2-carboxylic acid O1[C@H](C1)C(=O)O |r|